2-(4-methylcyclohexyl)-2-(3,3-difluoro-3-chloro-propyl)-1,3-dipropoxypropane CC1CCC(CC1)C(COCCC)(COCCC)CCC(Cl)(F)F